FC1=C(C(=CC(=C1)C=O)F)C1=CC=C(C=C1)C(C(F)(F)F)(C(F)(F)F)O 2,6-difluoro-4'-(1,1,1,3,3,3-Hexafluoro-2-hydroxypropan-2-yl)-[1,1'-biphenyl]-4-carbaldehyde